(S)-3-(azetidin-1-yl)-N-(2-fluoro-1-(p-tolyl)ethyl)propionamide N1(CCC1)CCC(=O)N[C@H](CF)C1=CC=C(C=C1)C